C1(CC1)C1=NN(C(=C1C(F)(F)F)C(=O)NC1=CC(=NC=C1)SC)CC1(CC2(C1)CCC2)F 3-cyclopropyl-1-((2-fluorospiro[3.3]heptan-2-yl)methyl)-N-(2-(methylthio)pyridin-4-yl)-4-(trifluoromethyl)-1H-pyrazole-5-carboxamide